6,6-dimethyl-3-((7-(4-methyl-3-(piperazin-1-ylmethyl)pyridin-2-yl)thieno[3,2-b]pyridin-2-yl)methyl)-3-azabicyclo[3.1.0]hexane-2,4-dione hydrochloride Cl.CC1(C2C(N(C(C12)=O)CC1=CC2=NC=CC(=C2S1)C1=NC=CC(=C1CN1CCNCC1)C)=O)C